(2S,4R)-6-chloro-4-hydroxy-N-[3-(2-{[cis-3-(trifluoromethoxy)cyclobutyl]oxy}-1,3-oxazol-5-yl)bicyclo[1.1.1]pentan-1-yl]-3,4-dihydro-2H-1-benzopyran-2-carboxamide ClC=1C=CC2=C([C@@H](C[C@H](O2)C(=O)NC23CC(C2)(C3)C3=CN=C(O3)O[C@@H]3C[C@@H](C3)OC(F)(F)F)O)C1